1-Ethyl-2-methylpiperidinium cyanid [C-]#N.C(C)[NH+]1C(CCCC1)C